C(C)(C)(C)OC(=O)C1CC(C1)OC(=S)S (1s,3s)-3-(dithiocarboxyoxy)cyclobutane-1-carboxylic acid tert-butyl ester